(E)-1-(8-bromoquinolin-2-yl)-N-(2,4,6-tri-tert-butylphenyl)ethane-1-imine BrC=1C=CC=C2C=CC(=NC12)\C(\C)=N\C1=C(C=C(C=C1C(C)(C)C)C(C)(C)C)C(C)(C)C